NCC1(CC(CO1)N1CC2=CC=CC=C2C1)C1=NC(=C(C(=C1)C(C)(C)O)F)C1=CC=C(C=C1)F 2-(5-(Aminomethyl)-5-(5-fluoro-6-(4-fluorophenyl)-4-(2-hydroxypropan-2-yl)pyridin-2-yl)-tetrahydrofuran-3-yl)isoindoline